4-(4-(4-(4-Bromobutoxy)phenyl)-3-methylpiperazin-1-yl)-2-(trifluoromethyl)-benzonitrile BrCCCCOC1=CC=C(C=C1)N1C(CN(CC1)C1=CC(=C(C#N)C=C1)C(F)(F)F)C